4-methylbenzene-1-sulfonic acid 3,3-difluoropropyl ester FC(CCOS(=O)(=O)C1=CC=C(C=C1)C)F